tert-butyl 7-(2-{[6-(methanesulfonylmethyl)pyridin-3-yl]amino}-5H,6H,7H,8H-pyrido[3,4-d]pyrimidin-7-yl)-8-methyl-1H,2H,3H-pyrido[2,3-b][1,4]oxazine-1-carboxylate CS(=O)(=O)CC1=CC=C(C=N1)NC=1N=CC2=C(N1)CN(CC2)C2=C(C1=C(OCCN1C(=O)OC(C)(C)C)N=C2)C